COC1=CC=2C3=C(NC2C=C1)CCN(C3)C(=O)C3=NNC(=C3)C3=CC=CC=C3 (8-Methoxy-1,3,4,5-tetrahydropyrido[4,3-b]indol-2-yl)-(5-phenyl-1H-pyrazol-3-yl)-methanone